COC1=NC(=C(C=C1N)C=1C=NN(C1)C)N1CCC(CC1)N1CCN(CC1)C 2-methoxy-5-(1-methyl-1H-pyrazol-4-yl)-6-(4-(4-methylpiperazin-1-yl)piperidin-1-yl)pyridin-3-amine